NC1=C(C=C(OC2CC3(CC(C3)NC(OCC3C4=CC=CC=C4C=4C=CC=CC34)=O)C2)C=C1)C(F)(F)F (9H-fluoren-9-yl)methyl (6-(4-amino-3-(trifluoromethyl)phenoxy)spiro[3.3]heptan-2-yl)carbamate